(R)-1-(7-amino-1-(piperidin-1-yl)-2,6-naphthyridin-3-yl)ethyl benzoate C(C1=CC=CC=C1)(=O)O[C@H](C)C=1N=C(C2=CC(=NC=C2C1)N)N1CCCCC1